[N+](=O)([O-])C1=C(C(=CC=C1)[N+](=O)[O-])C 2,6-dinitro-1-methylbenzene